C(C)(=O)N1CC2=CC=C(C=C2CC1)CSC1=NC(=C(C(=C1C#N)CC)C#N)N(C)C 2-(((2-acetyl-1,2,3,4-tetrahydroisoquinolin-6-yl)methyl)thio)-6-(dimethylamino)-4-ethylpyridine-3,5-dicarbonitrile